[N+](=O)([O-])C=1C(=NNC1C(=O)NN)C(=O)NN 4-nitro-1H-pyrazole-3,5-dicarboxhydrazide